2-(((4-(hydroxymethyl)-7-(4-isopropylphenyl)-2,3-dihydrobenzofuran-5-yl)amino)methyl)acrylic acid OCC1=C(C=C(C2=C1CCO2)C2=CC=C(C=C2)C(C)C)NCC(C(=O)O)=C